C(CCCCCCCCCCC)S(=C(S)O[C@@H](COC1=CC(=C(C=C1)OCCCCC1=CC=CC=C1)OCCCCC1=CC=CC=C1)CNC(C)C)C(C)C (R)-1-(3,4-bis(4-phenylbutoxy)phenoxy)-3-(isopropylamino)propan-2-ol dodecyl-S''-isopropyl-trithiocarbonate